Trans-2-(2-(2-benzyl-4-phenylbutylamino)acetylamino)cyclohexanecarboxamide tert-butyl-2-benzyl-2-((ethylthio)carbonyl)hydrazine-1-carboxylate C(C)(C)(C)OC(=O)NN(C(=O)SCC)CC1=CC=CC=C1.C(C1=CC=CC=C1)C(CNCC(=O)N[C@H]1[C@@H](CCCC1)C(=O)N)CCC1=CC=CC=C1